CC1=C(C2=C(N=N1)SC1=C2N=CN=C1NCC1=CC=C(C=C1)CC(C)O)C [4-[[(3,4-dimethylpyrimido[4',5':4,5]thieno[2,3-c]pyridazin-8-yl)amino]methyl]phenyl]propan-2-ol